2-(((S)-1-(((S)-1,1-bis(3,5-difluorophenyl)propan-2-yl)amino)-1-oxopropan-2-yl)carbamoyl)-4-methoxypyridin-3-yl ethyl carbonate C(OC=1C(=NC=CC1OC)C(N[C@H](C(=O)N[C@H](C(C1=CC(=CC(=C1)F)F)C1=CC(=CC(=C1)F)F)C)C)=O)(OCC)=O